2-n-butyl-4,7-dibromo-5,6-difluorobenzotriazole C(CCC)N1N=C2C(=N1)C(=C(C(=C2Br)F)F)Br